3-[2-(1-pyrrolidinyl)ethyl]Styrene N1(CCCC1)CCC=1C=C(C=C)C=CC1